C(#N)CC1CCC(CC1)N1C(=NC=2C1=C1C(=NC2)NC=C1)CO\N=C(\CN1CCCCC1)/N (Z)-N'-((1-((1r,4r)-4-(cyanomethyl)cyclohexyl)-1,6-dihydroimidazo[4,5-d]pyrrolo[2,3-b]pyridin-2-yl)methoxy)-2-(piperidin-1-yl)acetamidine